(5R,7R)-N-((S)-1-(((R)-2-amino-6,7-dihydro-5H-cyclopenta[b]pyridin-5-yl)amino)-1-oxopropan-2-yl)-7-(2-fluorophenyl)-4-azaspiro[2.5]octane-5-carboxamide NC1=CC=C2C(=N1)CC[C@H]2NC([C@H](C)NC(=O)[C@@H]2NC1(CC1)C[C@@H](C2)C2=C(C=CC=C2)F)=O